3-mercaptopropionic acid-3,6,9,12,15-pentaoxaheptadec-16-enyl ester C(COCCOCCOCCOCCOC=C)OC(CCS)=O